5-(3-Bromo-2-chlorophenyl)-3-methoxypyrazine BrC=1C(=C(C=CC1)C=1N=C(C=NC1)OC)Cl